NC1=C([N+](=CC2=C(C=CC=C12)C=1C(=NC(=CC1)Cl)OC)[O-])C(NCCC)=O 4-amino-8-(6-chloro-2-methoxypyridin-3-yl)-3-(propylcarbamoyl)isoquinoline 2-oxide